1-iodo-1-butene IC=CCC